ClC=1C(=C(CN2[C@@H](C[C@@](CC2)(C(=O)O)CC2=NC(=CN=C2F)NC2=NNC(=C2)C)C)C=CC1)F (2R,4R)-1-(3-chloro-2-fluorobenzyl)-4-((3-fluoro-6-((5-methyl-1H-pyrazol-3-yl)amino)pyrazin-2-yl)methyl)-2-methylpiperidine-4-carboxylic acid